5-(N-pentyl-3-cyanoindol-5-yl)isoxazole-3-carboxylic acid C(CCCC)N1C=C(C2=CC(=CC=C12)C1=CC(=NO1)C(=O)O)C#N